1-(2-((2-ethoxy-4-(4-methyl-4H-1,2,4-triazol-3-yl)phenyl)amino)-6-methylpyrido[3,4-d]pyrimidin-8-yl)-3-methylazetidin-3-ol C(C)OC1=C(C=CC(=C1)C1=NN=CN1C)NC=1N=CC2=C(N1)C(=NC(=C2)C)N2CC(C2)(O)C